thienopyridinyl-(thienopyridine) S1C(=CC2=C1C=CC=N2)C2=CC1=C(C=CC=N1)S2